FC1=C(C=CC=C1COC1=NC=2CCN(CC2C=C1)CC(=O)OCC)C1=CC=CC=C1 Ethyl 2-(2-((2-fluoro-[1,1'-biphenyl]-3-yl)methoxy)-7,8-dihydro-1,6-naphthyridin-6(5H)-yl)acetate